O1C(=CC=C1)CC(C(=O)O)CC 2-(2-Furanylmethyl)butyric acid